2-(2-((5-Bromo-2-((2-methoxy-5-methyl-4-(4-(4-methylpiperazin-1-yl)piperidin-1-yl)phenyl)amino)pyrimidin-4-yl)amino)-4,6-difluorophenyl)propan-2-ol BrC=1C(=NC(=NC1)NC1=C(C=C(C(=C1)C)N1CCC(CC1)N1CCN(CC1)C)OC)NC1=C(C(=CC(=C1)F)F)C(C)(C)O